COC=1C=CC=C2C=CCCC12 8-methoxy-1,2-dihydronaphthalene